BrC=1C=C(C(=C(C(=O)O)C1)C(C1=CC=C(C=C1)Cl)=O)F 5-bromo-2-(4-chlorobenzoyl)-3-fluorobenzoic acid